methyl-2-(1-methyl-1H-pyrazol-5-yl)-N-(1-methylcyclopropyl)pyrido[3,4-d]pyrimidin-4-amine CC1=CN=CC=2N=C(N=C(C21)NC2(CC2)C)C2=CC=NN2C